COCC1OCCC1 2-(methoxymethyl)tetrahydrofuran